2,4-dichloro-6-[(1-octyloxy-2,2,6,6-tetramethylpiperidin-4-yl)butylamino]s-triazine ClC1=NC(=NC(=N1)Cl)NCCCCC1CC(N(C(C1)(C)C)OCCCCCCCC)(C)C